C(C1=CC=CC=C1)OC=1C(=C(C2=CC=C(C=C2C1)Br)F)N(CC(=O)OC)S(NC(=O)OC(C)(C)C)(=O)=O Methyl 2-((3-(benzyloxy)-6-bromo-1-fluoronaphthalen-2-yl)(N-(tert-butoxycarbonyl)sulfamoyl)amino)acetate